(2,5-dihydro-1H-pyrrol-1-yl)(phenyl)methanone N1(CC=CC1)C(=O)C1=CC=CC=C1